6-(8-oxa-3-azabicyclo[3.2.1]octan-3-yl)-3-nitropyridin-2-amine C12CN(CC(CC1)O2)C2=CC=C(C(=N2)N)[N+](=O)[O-]